methyl 5-(4-bromophenyl)-4-(2-(2-fluoro-6-cyclopropylphenyl) hydrazinomethylene)-3,5-dioxopentanoate BrC1=CC=C(C=C1)C(C(C(CC(=O)OC)=O)=CNNC1=C(C=CC=C1C1CC1)F)=O